bipyrazol-1-yl N1(N=CC=C1)N1N=CC=C1